((2S)-1-(1,3-dioxoisoindolin-2-yl)-6-methylheptane-2,5-diyl)dicarbamic acid di-tert-butyl ester C(C)(C)(C)OC(N[C@H](CN1C(C2=CC=CC=C2C1=O)=O)CCC(C(C)C)NC(OC(C)(C)C)=O)=O